C(CCCCCCCCCCCCCCC)(=O)OCCCC monobutyl palmitate